cumylphenoxyethylene glycol methacrylate C(C(=C)C)(=O)O.C(C)(C)(C1=CC=CC=C1)C(CO)(OC1=CC=CC=C1)O